FC1=C(C(=CC(=C1)[N+](=O)[O-])C)F 1,2-difluoro-3-methyl-5-nitrobenzene